C(C)(=O)O[C@@H]1C[C@@H]2C(C[C@H]3[C@H]4[C@](CC[C@@H]3[C@]2(CC1)C)([C@H](CC4)[C@H](C)CCCC(C)(C)O)C)=O (1R,3aS,3bS,5aS,7S,9aR,9bS,11aR)-1-[(2R)-6-Hydroxy-6-methylheptan-2-yl]-9a,11a-dimethyl-5-oxohexadecahydro-1H-cyclopenta[1,2-i]phenanthren-7-yl acetate